ClC1=CC=C(C=C1)C1=CC=C2C(=N1)SC(=N2)NC(C2=CN=CC=C2C2=C(C=CC=C2)OC)=O N-(5-(4-chlorophenyl)thiazolo[5,4-b]pyridin-2-yl)-4-(2-methoxyphenyl)nicotinamide